BrC=1C=C(C(=NC1)CNC(OC(C)(C)C)=O)OC Tert-butyl ((5-bromo-3-methoxypyridin-2-yl)methyl)carbamate